BrC1=C(C(=C(C#N)C=C1)F)F 4-bromo-2,3-difluoro-benzonitrile